ACETOACETAT C(CC(=O)C)(=O)[O-]